C(N)(=O)C1=NN(C=C1C1=C(C=CC=C1)C)C=1C=[N+](C=CC1)[O-] 3-[3-carbamoyl-4-(2-methylphenyl)-1H-pyrazol-1-yl]pyridin-1-oxide